diphenyl-formamide C1(=CC=CC=C1)N(C=O)C1=CC=CC=C1